tert-butyl (4-((4-(4,4-dimethylpiperidin-1-yl)-3-(trifluoromethyl)phenyl)amino)cyclohexyl)carbamate CC1(CCN(CC1)C1=C(C=C(C=C1)NC1CCC(CC1)NC(OC(C)(C)C)=O)C(F)(F)F)C